3,4-dichlorophenyl-Dimethylurea CNC(=O)N(C)C1=CC(=C(C=C1)Cl)Cl